2-(4-(2-(2,6-dimethylpyridin-4-yl)-3-isopropyl-1H-indol-5-yl)piperidin-1-yl)-N-methyl-2-oxoacetamide CC1=NC(=CC(=C1)C=1NC2=CC=C(C=C2C1C(C)C)C1CCN(CC1)C(C(=O)NC)=O)C